FC1=CC=C(C(=O)N2C3=C(SCC2)C(=CN=C3)C3=CC=C(C#N)C=C3)C=C1 4-(4-(4-Fluorobenzoyl)-3,4-dihydro-2H-pyrido[4,3-b][1,4]thiazin-8-yl)benzonitrile